O=C1NC(CCC1N1C(C2=CC=C(C=C2C1)CN1CCN(CC1)C(=O)OC(C)(C)C)=O)=O tert-butyl 4-[[2-(2,6-dioxo-3-piperidyl)-1-oxo-isoindolin-5-yl]methyl]piperazine-1-carboxylate